N4-(3-chlorobenzyl)-N2,N2,N6,N6-tetrakis(2-methoxyethyl)-8-(4-(1-methyl-1H-1,2,4-triazol-3-yl)piperazin-1-yl)pyrimido[5,4-d]pyrimidine-2,4,6-triamine ClC=1C=C(CNC=2C3=C(N=C(N2)N(CCOC)CCOC)C(=NC(=N3)N(CCOC)CCOC)N3CCN(CC3)C3=NN(C=N3)C)C=CC1